CC=1C(=NC=C(C1)NC(C(=O)N1C(CCC(C1)C)C=1C=CC2=C(N=C(S2)C)C1)=O)NC(OC(C)(C)C)=O tert-butyl N-[3-methyl-5-[[2-[5-methyl-2-(2-methyl-1,3-benzothiazol-5-yl)-1-piperidyl]-2-oxo-acetyl]amino]-2-pyridyl]carbamate